(6-Bromo-2-ethyl-imidazo[1,2-a]pyridin-3-yl)-[3-(4-chloro-phenyl)-[1,2,4]thiadiazol-5-yl]-amine BrC=1C=CC=2N(C1)C(=C(N2)CC)NC2=NC(=NS2)C2=CC=C(C=C2)Cl